1-(tert-butyl)-3-(3,4,5-trifluorophenyl)-5-methyl-pyrazol-4-ol C(C)(C)(C)N1N=C(C(=C1C)O)C1=CC(=C(C(=C1)F)F)F